CO[Si](CCCNC1=NC=NC=N1)(OC)OC 6-(3-trimethoxysilylpropyl)amino-1,3,5-triazine